2-(5-iodo-2,4-dioxo-3,4-dihydropyrimidin-1(2H)-yl)acetaldehyde IC=1C(NC(N(C1)CC=O)=O)=O